ClC1=NC2=CC=CC=C2C(=N1)N1CCCC1 2-chloro-4-(pyrrolidin-1-yl)quinazoline